1-(cyclobutyl-methyl)-8-dimethylamino-3-(2-methoxy-pyrimidin-5-yl)-8-phenyl-1,3-diazaspiro[4.5]decan-2-one C1(CCC1)CN1C(N(CC12CCC(CC2)(C2=CC=CC=C2)N(C)C)C=2C=NC(=NC2)OC)=O